FC=1C=C(C=CC1COC1=CC=CC(=N1)C=1CCNCC1)C(C)=O 1-(3-Fluoro-4-(((1',2',3',6'-tetrahydro-[2,4'-bipyridin]-6-yl)oxy)methyl)phenyl)ethane-1-one